FC1(CCC(CC1)C1=C(C(=NC(=C1)N1CC2=CC=C(C=C2CC1)F)F)NC(CC(C)(C)C)=O)F N-[4-(4,4-difluorocyclohexyl)-2-fluoro-6-(6-fluoro-3,4-dihydro-1H-isoquinolin-2-yl)-3-pyridyl]-3,3-dimethyl-butanamide